C(CC)N(CCC)[Si](C1=CC=C(C=C1)C=C)(CC)CC (dipropylamino)diethyl-(4-vinylphenyl)silane